(E)-ethyl 3-[4-(methoxymethyl)phenyl]acrylate COCC1=CC=C(C=C1)/C=C/C(=O)OCC